N-(trifluoroacetyl)2,3,4,5-tetrahydro-1H-benzofuro[2,3-d]azepine FC(C(=O)N1CCC2=C(CC1)C1=C(O2)C=CC=C1)(F)F